(Z)-3-benzyl-5-(phenyl-(p-tolyl)methylene)oxazolidine-2,4-dione C(C1=CC=CC=C1)N1C(O\C(\C1=O)=C(/C1=CC=C(C=C1)C)\C1=CC=CC=C1)=O